N-[(4,5-dihydro-1H-imidazol-2-yl)methyl]-3-(2-ethoxypyridin-3-yl)-6-[(2R)-2-ethyl-4-[4-methoxy-2-(trifluoromethyl)benzoyl]piperazin-1-yl]-2-fluorobenzamide N1C(=NCC1)CNC(C1=C(C(=CC=C1N1[C@@H](CN(CC1)C(C1=C(C=C(C=C1)OC)C(F)(F)F)=O)CC)C=1C(=NC=CC1)OCC)F)=O